C(C)C1(COC1)COCC(C(C(C(COCC1(COC1)CC)(F)F)(F)F)(F)F)(F)F 1,6-bis[(3-ethyloxetan-3-yl)methoxy]-2,2,3,3,4,4,5,5-octafluorohexane